ClC1=CSC2=C1NC(=C2)C(=O)N2C1CCC([C@@H]2C(=O)N[C@H](C[C@@H]2C(NCC2)=O)C(CO)=O)CC1 (R)-2-(3-chloro-4H-thieno[3,2-b]pyrrole-5-carbonyl)-N-((R)-4-hydroxy-3-oxo-1-((R)-2-oxopyrrolidin-3-yl)butan-2-yl)-2-azabicyclo[2.2.2]octane-3-carboxamide